Lauroyl-Methyltaurine C(CCCCCCCCCCC)(=O)N(CCS(=O)(=O)O)C